(trichlorosilyl)boranat Cl[Si](Cl)(Cl)OB=O